3-(2-chloro-3,6-difluorophenyl)-4-hydroxy-1-methyl-1,5-naphthyridine ClC1=C(C(=CC=C1F)F)C=1CN(C2=CC=CN=C2C1O)C